bisaminoethyl-piperazin NCCN1CCN(CC1)CCN